7-(2-((2S,3R)-3-hydroxy-2-methylazetidin-1-yl)-6,7-dihydro-5H-cyclopenta[d]pyrimidin-4-yl)-2,3-dihydro-4H-benzo[e][1,3]thiazin-4-one 1,1-dioxide O[C@H]1[C@@H](N(C1)C=1N=C(C2=C(N1)CCC2)C2=CC1=C(C(NCS1(=O)=O)=O)C=C2)C